N[C@H](C(=O)O)CC1=CC=C(C=C1)C1=NOC(=N1)C1=CC=C(C=C1)C(F)(F)F (S)-2-amino-3-(4-(5-(4-(trifluoromethyl)phenyl)-1,2,4-oxadiazol-3-yl)phenyl)propanoic acid